ClC1=NC=NC2=CC(=C(C=C12)C(C(=O)N)C)OC (4-chloro-7-methoxyquinazolin-6-yl)propanamide